prop-1,3-diyl dipalmitate C(CCCCCCCCCCCCCCC)(=O)OCCCOC(CCCCCCCCCCCCCCC)=O